COB1OC(C)(C)C(C)(C)O1 methoxyboronic acid pinacol ester